N-cyclooctyl-1,1-bis(3-(tripropylsilyl)phenyl)phosphanamine C1(CCCCCCC1)NP(C1=CC(=CC=C1)[Si](CCC)(CCC)CCC)C1=CC(=CC=C1)[Si](CCC)(CCC)CCC